C(C)(C)(C)OC(=O)N1[C@H](C[C@@H](C1)CC1=CC(=NC=C1)N)C(=O)OCC1=CC=CC=C1 (2R,4S)-4-((2-Aminopyridin-4-yl)methyl)pyrrolidine-1,2-dicarboxylic acid 2-benzyl ester 1-tert-butyl ester